ClC=1C=C(NC2(CCC3(C(CC4=CC=CC=C34)C[C@H](COC3=CC=NC=4[C@H](CC[C@@H](C34)C)O)C)CC2)C(=O)O)C=CC1 4-(3-Chloroanilino)-2'-[(2R)-3-{[(5S,8S)-8-hydroxy-5-methyl-5,6,7,8-tetrahydroquinolin-4-yl]oxy}-2-methylpropyl]-2',3'-dihydrospiro[cyclohexane-1,1'-indene]-4-carboxylic acid